2-chloro-N-(2-(6-methylpyridin-2-yl)pyrimidin-4-yl)pyrimidin-4-amine ClC1=NC=CC(=N1)NC1=NC(=NC=C1)C1=NC(=CC=C1)C